2,2'-bipyridine-5,5'-dicarboxylic acid methyl ester COC(=O)C=1C=CC(=NC1)C1=NC=C(C=C1)C(=O)O